N-[(2-aminoquinolin-7-yl)methyl]-N-(1,1-dioxo-2,3-dihydro-1λ6-benzothiophen-7-yl)-2-oxo-1-(2,2,2-trifluoroethyl)-1,2-dihydropyridine-4-carboxamide NC1=NC2=CC(=CC=C2C=C1)CN(C(=O)C1=CC(N(C=C1)CC(F)(F)F)=O)C1=CC=CC=2CCS(C21)(=O)=O